(4,4-dimethyl-4,5-dihydro-oxazol-2-yl)quinazoline-4,6-diamine CC1(N=C(OC1)C1=NC2=CC=C(C=C2C(=N1)N)N)C